tert-butyl (3S,5S)-3-[(8-carbamoyl-6-{3,5-difluoro-4-[(1-hydroxycyclobutyl) methoxy] phenyl} pyrido[3,2-d]pyrimidin-4-yl) amino]-5-fluoropiperidin-1-carboxylate C(N)(=O)C1=CC(=NC2=C1N=CN=C2N[C@@H]2CN(C[C@H](C2)F)C(=O)OC(C)(C)C)C2=CC(=C(C(=C2)F)OCC2(CCC2)O)F